C(CCCCCCCCC)(=O)O.OCC(O)CO.OCC(O)CO diglycerol monocaprinate